N,N'-bis[2-(1H-imidazol-4-yl)ethyl]malonamide N1C=NC(=C1)CCNC(CC(=O)NCCC=1N=CNC1)=O